CC=1CC(CC(C1)(C)C)=O 3,5,5-trimethyl-3-cyclohexene-1-one